3,5-dimethyl-4-nitro-1-((2-(trimethylsilyl)ethoxy)methyl)-1H-pyrazole CC1=NN(C(=C1[N+](=O)[O-])C)COCC[Si](C)(C)C